1,5-diethyl (2S)-2-[(5-nitro phenoxypyridin-2-yl)formamido]pentanedioate [N+](=O)([O-])C=1C=CC=C(OC=2C(=NC=CC2)C(=O)N[C@H](C(=O)OCC)CCC(=O)OCC)C1